bromo-5-(3-(4,4-difluoropiperidin-1-yl)propoxy)pyridine BrC1=NC=C(C=C1)OCCCN1CCC(CC1)(F)F